N1=C(NC2=C1C=CC=C2)C=CC=2NC1=C(N2)C=CC=C1 1,2-bis(benzimidazol-2-yl)-ethene